Benzyl (1R,2S,5R)-3-((S)-2-((methoxycarbonyl)amino)-3,3-dimethylbutanoyl)-7,7-dimethyl-3-azabicyclo[3.2.0]heptane-2-carboxylate COC(=O)N[C@H](C(=O)N1[C@@H]([C@H]2C(C[C@H]2C1)(C)C)C(=O)OCC1=CC=CC=C1)C(C)(C)C